CC1(C=2C=CC3=C(C2C=2C1=CC=1NC=4C=CC=CC4C1C2)C=CC=C3)C 7,9-Dihydro-7,7-dimethyl-benz[6,7]indeno[2,1-b]carbazol